N'-(1,4-phenylenebis(methylene))bis(N-methylpyrrolidine) ammonium hydroxide [OH-].[NH4+].C1(=CC=C(C=C1)CC1N(CCC1)C)CC1N(CCC1)C